(2R)-2-amino-3-[5-(trifluoromethyl)Pyridin-2-yl]Propionic acid N[C@@H](C(=O)O)CC1=NC=C(C=C1)C(F)(F)F